phosphinate aluminium salt [Al+3].[PH2]([O-])=O.[PH2]([O-])=O.[PH2]([O-])=O